tert-butyl 4-(2-{5-[2-(cyclopentylamino)pyridin-4-yl]-4-(4-methoxyphenyl)-1H-imidazol-1-yl}acetyl)piperazine-1-carboxylate C1(CCCC1)NC1=NC=CC(=C1)C1=C(N=CN1CC(=O)N1CCN(CC1)C(=O)OC(C)(C)C)C1=CC=C(C=C1)OC